bis(trifluoromethyl)phosphinic acid methyl ester COP(=O)(C(F)(F)F)C(F)(F)F